FC=1C=CC=2N(C1)N=C(N2)C2=C1C=C(N=CC1=C(N=C2)NC)C2(CC2)C(=O)N (5-(6-fluoro-[1,2,4]triazolo[1,5-a]pyridin-2-yl)-8-(methylamino)-2,7-naphthyridin-3-yl)cyclopropanecarboxamide